FC1=C(C=C(C=C1)CCC(=O)O)C 3-(4-fluoro-3-methylphenyl)propionic acid